C(CCC)C1=C(C2=CC=CC=C2C(=C1)O)O 2-butyl-1,4-naphthalenediol